6-(methyl-d3)-3-(2H-1,2,3-triazol-2-yl)picolinic acid C(C1=CC=C(C(=N1)C(=O)O)N1N=CC=N1)([2H])([2H])[2H]